NC1=NC=NC=2C3=C(\C(\C(C12)(C)C)=N/OC[C@@H](C)O)C=C(C=C3)OC3CCC(CC3)NC(OC(C)(C)C)=O tert-butyl N-[4-[(6Z)-4-amino-6-[(2R)-2-hydroxypropoxy]imino-5,5-dimethyl-benzo[h]quinazolin-8-yl]oxycyclohexyl]carbamate